nickel sorbate C(\C=C\C=C\C)(=O)[O-].[Ni+2].C(\C=C\C=C\C)(=O)[O-]